bis-(triethoxysilylpropyl) disulphide C(C)O[Si](OCC)(OCC)CCCSSCCC[Si](OCC)(OCC)OCC